chlorofumaric acid Cl/C(/C(=O)O)=C\C(=O)O